N-(2-(1-oxa-7-azaspiro[3.5]non-7-yl)pyrimidin-4-yl)-3-(2-fluoro-4-methoxyphenyl)isoxazol-5-amine O1CCC12CCN(CC2)C2=NC=CC(=N2)NC2=CC(=NO2)C2=C(C=C(C=C2)OC)F